N,N'-dimethyleneethylenediamine C=NCCN=C